FC=1C=C(C=CC1OC)C=1C=C2C=CC(=CN2C(C1)=O)N1C[C@@H](NCC1)C 2-(3-fluoro-4-methoxyphenyl)-7-[(3S)-3-methylpiperazin-1-yl]-4H-quinolizin-4-one